ClC1=C(C=CC=C1)CC(=O)NC1=CC(=C(C=C1)N1N=C(N=C1)C1CC1)S(N)(=O)=O (2-chlorophenyl)-N-[4-(3-cyclopropyl-1H-1,2,4-triazol-1-yl)-3-sulfamylphenyl]acetamide